C(C)(C)(C)OC(COC1=CC=C(C=C1)N1N=C(C2=CC=CC=C12)I)=O 2-(4-(3-iodo-1H-indazol-1-yl)phenoxy)acetic acid tert-butyl ester